3-(((S)-oxetan-2-yl)methyl)-6-(5-(trifluoromethyl)-4H-1,2,4-triazol-3-yl)-3H-imidazo[4,5-b]pyridine O1[C@@H](CC1)CN1C=NC=2C1=NC=C(C2)C2=NN=C(N2)C(F)(F)F